C1(CC1)NC(=O)NC1=C(C=C(C=C1)O)Cl 2-chloro-4-hydroxyanilinecarboxylic acid cyclopropylamide